N-(4-nitro-3-pyridinyl)pyrimidin-5-amine [N+](=O)([O-])C1=C(C=NC=C1)NC=1C=NC=NC1